1-allyl-3-(4-aminobenzyl)-6,7-dichloro-1,3,4,9-tetrahydro-[1,2,6]thiadiazino[4,3-g]indole 2,2-dioxide C(C=C)N1S(N(CC=2C=C(C=3C(=CNC3C21)Cl)Cl)CC2=CC=C(C=C2)N)(=O)=O